Cl.NCCNC(=O)C1=NC(=NO1)C1=CC=C(C=C1)CCCCCCCCCC (2-aminoethyl)-3-(4-decylphenyl)-1,2,4-oxadiazole-5-carboxamide hydrochloride